3-(4-chloropyrimidin-2-yl)-6-cyclopropylimidazo[1,2-a]pyrazine ClC1=NC(=NC=C1)C1=CN=C2N1C=C(N=C2)C2CC2